2-(4-(7H-pyrrolo[2,3-d]pyrimidin-4-yl)piperazin-1-yl)-N-(4-(N,N-dimethylsulfamoyl)-3-fluorophenyl)acetamide N1=CN=C(C2=C1NC=C2)N2CCN(CC2)CC(=O)NC2=CC(=C(C=C2)S(N(C)C)(=O)=O)F